7'-fluoro-2',3'-dihydro-4'H-spiro[cyclopropane-1,1'-naphthalene] FC1=CC=C2CCCC3(C2=C1)CC3